C(C)(=O)OCC1=C(C(=NC(=N1)SC)N1C[C@@H](NCC1)CC#N)[N+](=O)[O-] (S)-4-(6-(Acetoxymethyl)-2-(methylthio)-5-nitropyrimidin-4-yl)-2-(cyanomethyl)piperazine